((4-(cyclopropanesulfonamido)pyridin-2-yl)methyl)-6-methyl-5-(2-propylazetidin-1-yl)pyrazine-2-carboxamide C1(CC1)S(=O)(=O)NC1=CC(=NC=C1)CC=1C(=NC(=C(N1)N1C(CC1)CCC)C)C(=O)N